BrC1=CC=C2[C@@](C(NC2=C1)=O)([C@@H]1C(C2=CC=CC=C2CC1)=O)O (R)-6-bromo-3-hydroxy-3-((R)-1-oxo-1,2,3,4-tetrahydronaphthalen-2-yl)indolin-2-one